N-{8-ethyl-2-methylimidazo[1,2-b]pyridazin-6-yl}-1,1-diphenylmethanimine C(C)C=1C=2N(N=C(C1)N=C(C1=CC=CC=C1)C1=CC=CC=C1)C=C(N2)C